ClC1=CC=C(C(=N1)C(=O)O)N[C@H](C)C1=CC(=CN2C1=NC(=C(C2=O)C)N2CC1=NC=CN=C1C2)C (R)-6-chloro-3-((1-(2-(5,7-dihydro-6H-pyrrolo[3,4-b]pyrazin-6-yl)-3,7-dimethyl-4-oxo-4H-pyrido[1,2-a]pyrimidin-9-yl)ethyl)amino)picolinic acid